tris(n-propoxy)allyltin C(CC)OC(C=C(OCCC)OCCC)[Sn]